ClC1=C(C(=O)O)C=C(C=C1C1=CC(NC=C1)=O)F Chloro-5-fluoro-3-(2-oxo-1H-pyridin-4-yl)benzoic acid